C(C1=CC=CC=C1)OC(=O)NC=1C(=C(C=CC1)[C@@](CC(=O)OC)(C)NC(NC1CCOCC1)=NC(=O)OC(C)(C)C)Cl Methyl (3S)-3-[3-(benzyloxycarbonylamino)-2-chlorophenyl]-3-{[N'-tert-butoxy-carbonyl-N-(tetrahydropyran-4-yl)carbamimidoyl]amino}butanoate